FC1=CC=C(C=C1)NC(=O)C1(CC1)C(=O)NC1=C(C=C(C=C1)OC=1C2=C(N=CN1)C=C(C(=N2)OC)OCCCN2CCOCC2)C 1-N-(4-fluorophenyl)-1-N'-[4-[6-methoxy-7-(3-morpholin-4-ylpropoxy)pyrido[3,2-d]pyrimidin-4-yl]oxy-2-methylphenyl]cyclopropane-1,1-dicarboxamide